(2R,5S)-3-(3-aminophenylethyl)-2-(1-(4-bromophenyl)-3-(4-fluorophenyl)-1H-pyrazol-4-yl)-5-methyloxazolidin-4-one NC=1C=C(C=CC1)CCN1[C@H](O[C@H](C1=O)C)C=1C(=NN(C1)C1=CC=C(C=C1)Br)C1=CC=C(C=C1)F